4-(1-ethoxyvinyl)-2-fluoro-N-methylbenzamide C(C)OC(=C)C1=CC(=C(C(=O)NC)C=C1)F